FC=1C(=C(C(=CC1)F)C=1N(C=CC1C(=O)N)C)C (3,6-difluoro-2-methylphenyl)-1-methylpyrrole-3-carboxamide